C(C)N1C(NC2=C(C(=CC=C2C1=O)CN1CCN(CC1)C=1C=CC(=NC1)C(=O)NC)F)=O 5-(4-((3-ethyl-8-fluoro-2,4-dioxo-1,2,3,4-tetrahydroquinazolin-7-yl)methyl)piperazin-1-yl)-N-methylpicolinamide